(R)-N-((3-chloro-2,4-difluorophenyl)(trans-3-(trifluoromethyl)cyclobutyl)methylene)-2-methylpropane-2-sulfinamide ClC=1C(=C(C=CC1F)C(=N[S@](=O)C(C)(C)C)[C@@H]1C[C@H](C1)C(F)(F)F)F